ClC=1C=C2C[C@@H](COC2=CC1)C(=O)C1=CN(C2=CC(=CC=C12)C=1C(=NNC1)OC)CC(C)O ((S)-6-Chlorochroman-3-yl)(1-(2-hydroxypropyl)-6-(3-methoxy-1H-pyrazol-4-yl)-1H-indol-3-yl)methanone